NC(CCCCC(=O)O)(N)N triaminocaproic acid